tert-butyl ((4'-(6-chloro-2-(methylsulfonyl)-1-((2-(trimethylsilyl)ethoxy)methyl)-1H-imidazo[4,5-b]pyridin-5-yl)-[1,1'-biphenyl]-4-yl)methyl)(2-(2-hydroxyethoxy)ethyl)carbamate ClC=1C=C2C(=NC1C1=CC=C(C=C1)C1=CC=C(C=C1)CN(C(OC(C)(C)C)=O)CCOCCO)N=C(N2COCC[Si](C)(C)C)S(=O)(=O)C